NC(C(=O)O)CCP(=O)(C)O 2-amino-4-(hydroxy(methyl)phosphinyl)butanoic acid